(6-methoxy-3,4-dihydronaphthalen-1-yl)trifluoromethanesulfonate COC=1C=C2CCC=C(C2=CC1)OS(=O)(=O)C(F)(F)F